1-(1-(7-(azetidin-3-ylmethyl)-7-azaspiro[3.5]non-2-yl)piperidin-4-yl)-3-(4-phenoxyphenyl)-1H-pyrazolo[3,4-d]pyrimidin-4-amine N1CC(C1)CN1CCC2(CC(C2)N2CCC(CC2)N2N=C(C=3C2=NC=NC3N)C3=CC=C(C=C3)OC3=CC=CC=C3)CC1